7-(1H-indazol-6-yl)-1-(2-methoxyethyl)-3,4-dihydropyrazino[2,3-b]pyrazin-2(1H)-one N1N=CC2=CC=C(C=C12)C1=CN=C2C(=N1)N(C(CN2)=O)CCOC